C(=C)C1=NN2C(C(=N1)N)=NC=C2 2-vinylimidazo[2,1-f][1,2,4]Triazin-4-amine